N(=[N+]=[N-])C\C=C(/CBr)\C1=CC=C(C=C1)F (Z)-1-(4-azido-1-bromobut-2-en-2-yl)-4-fluorobenzene